N-((4-((5-chloropyrimidin-2-yl)oxy)-3-fluorophenyl)carbamoyl)-4-(2-methoxyethoxy)cyclohexane-1-carboxamide ClC=1C=NC(=NC1)OC1=C(C=C(C=C1)NC(=O)NC(=O)C1CCC(CC1)OCCOC)F